COC1=C(C=C(C=C1)C1=CC=C(C(=N1)N1C(C[C@@H](C1)C)(C)C)C(=O)NS(=O)(=O)C=1C(NC=CC1)=O)C 6-(4-Methoxy-3-methylphenyl)-N-[(2-oxo-1H-pyridin-3-yl)sulfonyl]-2-[(4S)-2,2,4-trimethylpyrrolidin-1-yl]pyridin-3-carboxamid